CC1=C(OC(C(=O)OCC)(C)C)C(=CC(=C1)CN1CCN(CC1)C=1C=NC(=CC1)C(F)(F)F)C Ethyl 2-(2,6-dimethyl-4-((4-(6-(trifluoromethyl) pyridin-3-yl) piperazin-1-yl) methyl) phenoxy)-2-methylpropionate